6-amino-N-(methyl-d3)-4-((3-(methylthio)pyridin-2-yl)amino)pyridazine-3-carboxamide NC1=CC(=C(N=N1)C(=O)NC([2H])([2H])[2H])NC1=NC=CC=C1SC